1,2,3-propanetricarboxylic acid, tri(2-ethylcyclohexylamide) C(C)C1C(CCCC1)NC(=O)CC(CC(=O)NC1C(CCCC1)CC)C(=O)NC1C(CCCC1)CC